COC(C1=CC(=C(C(=C1)OCCCCCCCC)OCCCCCCCC)OCCCCCCCC)=O 3,4,5-Trioctyloxybenzoic acid methyl ester